1-(4-((5-fluoro-3-oxoisobenzofuran-1(3H)-ylidene)methyl)pyridin-2-yl)-3-hydroxy-3-methyl-indolin-2-one FC=1C=C2C(OC(C2=CC1)=CC1=CC(=NC=C1)N1C(C(C2=CC=CC=C12)(C)O)=O)=O